3-methoxypropan-2-ol COCC(C)O